secondary-butyl acetate C(C)(=O)OC(C)CC